CCOC1=C(C=CC(=C1)C=CC(=O)C2=CC=CC=C2Br)O 2-Bromophenyl-3-(3-ethoxy-4-hydroxyphenyl)prop-2-en-1-one